(S)-6-(4-(3-(2-methoxyethoxy)pyrrolidin-1-yl)phenyl)-4-oxo-4H-pyran-3-carboxylic acid ethyl ester C(C)OC(=O)C1=COC(=CC1=O)C1=CC=C(C=C1)N1C[C@H](CC1)OCCOC